C1(=CC=C(C=C1)C1=NC(=C(C(=N1)Cl)C1=CC=C(C=C1)C1=CC=CC=C1)Cl)C1=CC=CC=C1 2,5-di([1,1'-biphenyl]-4-yl)-4,6-dichloropyrimidine